ClC1=C(C=CC=C1F)N1C(=NS(C2=C1C=CC(=C2)F)(=O)=O)NCC=2SC=CN2 (2-chloro-3-fluorophenyl)-7-fluoro-3-((thiazol-2-ylmethyl)amino)-4H-benzo[e][1,2,4]thiadiazine 1,1-dioxide